COC1=NC=C(C=C1C(=O)N)NC(C(=O)N1[C@H](CC[C@@H](C1)C)C=1C=NC(=CC1)NC)=O 2-methoxy-5-[[2-[(2R,5S)-5-methyl-2-[6-(methylamino)-3-pyridyl]-1-piperidyl]-2-oxo-acetyl]amino]pyridine-3-carboxamide